2-[1-(piperazine-1-sulfonyl)-piperidin-4-ylamino]-pyrimidin N1(CCNCC1)S(=O)(=O)N1CCC(CC1)NC1=NC=CC=N1